5-((5-(3-hydroxy-3-methylbut-1-ynyl)-6-methoxypyridin-2-yl)oxy)-1H-1,2,3-triazole-4-carboxylic acid OC(C#CC=1C=CC(=NC1OC)OC1=C(N=NN1)C(=O)O)(C)C